(R)-4-Ethyl-9-(4-fluorobenzyl)-2-methyl-1-oxa-4,9-diazaspiro[5.5]undecan-3-on C(C)N1C([C@H](OC2(C1)CCN(CC2)CC2=CC=C(C=C2)F)C)=O